3,5-dimethyl-1-prop-2-ynyl-pyrazole CC1=NN(C(=C1)C)CC#C